5-((5-bromofuran-2-yl)methoxy)-2-cyclopentylisoindolin-1-one BrC1=CC=C(O1)COC=1C=C2CN(C(C2=CC1)=O)C1CCCC1